ClC=1C(=NC=NC1N1CC(C1)O)NC1=NNC2=CC(=CC=C12)[C@@H]1C[C@@]12C(NC1=CC=C(C=C21)OC)=O (1R,2S)-2-(3-[[5-chloro-6-(3-hydroxyazetidin-1-yl)pyrimidin-4-yl]amino]-1H-indazol-6-yl)-5'-methoxy-1'H-spiro[cyclopropane-1,3'-indol]-2'-one